N-[(4-hydroxy-cyclohexyl)-methyl]-acetamide OC1CCC(CC1)CNC(C)=O